Tris-butyl-dimethyl-silyl chloride C(CCC)C([SiH](C)Cl)(CCCC)CCCC